2-(tert-butyl)-5,6,7,8-tetrahydro-2,7-naphthyridin-1(2H)-one C(C)(C)(C)N1C(C=2CNCCC2C=C1)=O